5-(2-ethoxy-3-pyridyl)-3-methyl-N-[(1-methyl-1,2,4-triazol-3-yl)methyl]-1-(oxetan-3-yl)pyrazolo[4,3-b]pyridin-7-amine C(C)OC1=NC=CC=C1C1=CC(=C2C(=N1)C(=NN2C2COC2)C)NCC2=NN(C=N2)C